N(N)C=1OC=NN1 2-hydrazino-1,3,4-oxadiazole